(S*)-6-(4-Ethyl-3-(hydroxymethyl)-5-oxo-4,5-dihydro-1H-1,2,4-triazol-1-yl)-7-fluoro-2-(2-methoxy-4-methylpyridin-3-yl)-4-(prop-1-en-2-yl)-3,4-dihydroisoquinolin-1(2H)-one C(C)N1C(=NN(C1=O)C=1C=C2[C@@H](CN(C(C2=CC1F)=O)C=1C(=NC=CC1C)OC)C(=C)C)CO |o1:11|